tert-butyl (2-(1-methylpiperidin-4-yl)-4-((2-(trifluoromethyl)benzyl) carbamoyl)thiazol-5-yl)carbamate CN1CCC(CC1)C=1SC(=C(N1)C(NCC1=C(C=CC=C1)C(F)(F)F)=O)NC(OC(C)(C)C)=O